BrC1=C(C#N)C(=CC(=C1)Cl)OC1CC1 2-bromo-4-chloro-6-cyclopropoxy-benzonitrile